ClC=1C(N(C=CC1Cl)C1=CC=C(C=C1)C=1SC(=C(N1)C(F)(F)F)C(=O)NCC)=O 2-(4-(3,4-dichloro-2-oxopyridin-1(2H)-yl)phenyl)-N-ethyl-4-(trifluoromethyl)thiazole-5-carboxamide